C(C)(C)(C)OC(=O)NCCCN1C(=CC(C(=C1)C(=O)[O-])=O)C(=O)OCC ethyl 1-(3-((tert-butoxycarbonyl) amino) propyl)-4-oxo-1,4-dihydropyridine-2,5-dicarboxylate